[Co].C(C)(C)(C)P(C1=C(C=CC=C1)P(C(C)(C)C)C(C)(C)C)C(C)(C)C 1,2-bis(di-tert-butylphosphino)benzene cobalt